CN1C(C(C2=CC=CC=C12)(C)C)C 1,3,3-trimethyl-2-methylindoline